[Pb](I)I.CCl methyl chloride lead iodide